2-methyl-6-dimethoxymethyl-thioxanthone CC1=CC=2C(C3=CC=C(C=C3SC2C=C1)C(OC)OC)=O